4-((2S,3R,4S,5R)-3-(2-(difluoromethoxy)-3,4-difluorophenyl)-4,5-dimethyl-5-(trifluoromethyl)tetrahydrofuran-2-carboxamido)picolinamide FC(OC1=C(C=CC(=C1F)F)[C@@H]1[C@H](O[C@]([C@H]1C)(C(F)(F)F)C)C(=O)NC1=CC(=NC=C1)C(=O)N)F